tert-butyl ((S)-(7-((S)-1-(((R)-tert-butylsulfinyl)amino)-2,2-difluoroethyl)imidazo[1,2-b]pyridazin-2-yl)(4,4-difluorocyclohexyl)methyl)carbamate C(C)(C)(C)[S@@](=O)N[C@H](C(F)F)C1=CC=2N(N=C1)C=C(N2)[C@H](C2CCC(CC2)(F)F)NC(OC(C)(C)C)=O